(R)-6-bromo-N-(1-(3-(difluoromethyl)-2-fluorophenyl)ethyl)-7-(2-fluoroethoxy)-2-methylpyrido[2,3-d]pyrimidin-4-amine BrC1=CC2=C(N=C(N=C2N[C@H](C)C2=C(C(=CC=C2)C(F)F)F)C)N=C1OCCF